O(C)C1(CCCCC1)OOC(C)(C)C 1-methoxylt-butylperoxycyclohexane